2-(2-(dimethylamino)ethyl)-6-methoxy-N2-methyl-N5-(4-(1-methyl-1H-indol-3-yl)pyrimidin-2-yl)-3-nitropyridine-2,5-diamine CN(CCC1(NC(=C(C=C1[N+](=O)[O-])NC1=NC=CC(=N1)C1=CN(C2=CC=CC=C12)C)OC)NC)C